NC1C(N(CC1)C)=O amino-1-methylpyrrolidin-2-one